C(C)N(C(=O)C1=C(OC=C1)B(O)O)CC 3-(DIETHYLCARBAMOYL)FURAN-2-YLBORONIC ACID